ClC=1C=C(C=CC1)C1=CC(=CC=C1)C=1OC(=C(C1C1=CC=CC=C1)C1=CC=CC=C1)C1=CC=CC=C1 2-(3'-chloro-[1,1'-biphenyl]-3-yl)-3,4,5-triphenylfuran